tert-butyl 2-(5-fluoro-2-(N-methyl-4-(piperidin-1-yl)-3-(1-(2,2,2-trifluoroethyl)-1H-indazole-3-carboxamido) benzamido) phenyl)acetate FC=1C=CC(=C(C1)CC(=O)OC(C)(C)C)N(C(C1=CC(=C(C=C1)N1CCCCC1)NC(=O)C1=NN(C2=CC=CC=C12)CC(F)(F)F)=O)C